NC=1C2=C(N=CN1)N(C=C2)CCC=C 4-amino-7-(but-3-en-1-yl)-7H-pyrrolo[2,3-d]pyrimidin